Cl\C=C\C(F)(F)F trans-1-chloro-trifluoropropene